O=C1NC(CCC1N1C(C2=CC=C(C=C2C1=O)N(C)CCO)=O)=O 2-(2,6-dioxopiperidin-3-yl)-5-[2-hydroxyethyl(methyl)amino]isoindole-1,3-dione